N-[4-(6,7-Difluoro-1,3-benzoxazol-2-yl)phenyl]-5-methyl-1,3,4-oxadiazol-2-carboxamid FC1=C(C2=C(N=C(O2)C2=CC=C(C=C2)NC(=O)C=2OC(=NN2)C)C=C1)F